(2,2-dimethylcyclopropyl)methyl (4-nitrophenyl) carbonate C(OCC1C(C1)(C)C)(OC1=CC=C(C=C1)[N+](=O)[O-])=O